ClC1=CC(=C2C(=NC(N(C2=C1)C=1C=NC=CC1)=O)O)OC 7-chloro-4-hydroxy-5-methoxy-1-(pyridin-3-yl)quinazolin-2(1H)-one